4-chloro-3-(5,7-difluoro-4-oxo-6-(1H-pyrazol-1-yl)-1,4-dihydroquinolin-2-yl)benzonitrile ClC1=C(C=C(C#N)C=C1)C=1NC2=CC(=C(C(=C2C(C1)=O)F)N1N=CC=C1)F